1,3-dimethyl-5-sulfoisophthalic acid potassium salt [K+].CC1(C(=O)[O-])CC(C(=O)[O-])(CC(=C1)S(=O)(=O)[O-])C.[K+].[K+]